6-[5-[5-[(1R)-1-(3,5-dimethylpyridazin-4-yl)ethoxy]-1H-indazol-3-yl]-2-pyridyl]-2-oxa-6-azaspiro[3.3]heptane CC=1N=NC=C(C1[C@@H](C)OC=1C=C2C(=NNC2=CC1)C=1C=CC(=NC1)N1CC2(COC2)C1)C